N-(6-(4-isopropyl-4H-1,2,4-triazol-3-yl)pyridin-2-yl)-5-p-tolyl-1H-pyrrole-2-carboxamide C(C)(C)N1C(=NN=C1)C1=CC=CC(=N1)NC(=O)C=1NC(=CC1)C1=CC=C(C=C1)C